2-FLUORO-4-((2-METHYL-3H-IMIDAZO[4,5-B]PYRIDIN-7-YL)OXY)ANILINE FC1=C(N)C=CC(=C1)OC1=C2C(=NC=C1)NC(=N2)C